7'-(10-(naphthalen-1-yl)anthracen-9-yl)spiro[fluoreno[3,2-b]benzofuran-11,5'-indeno[1,2-c]pyridine] C1(=CC=CC2=CC=CC=C12)C1=C2C=CC=CC2=C(C2=CC=CC=C12)C=1C=C2C3(C4=C(C=NC=C4)C2=CC1)C1=CC=CC=C1C1=CC=2OC4=C(C2C=C13)C=CC=C4